2-Ethyl-N-[3-fluoro-4-[(6-methoxy-1,5-naphthyridin-4-yl)oxy]phenyl]-5-(4-fluoro-2-methylphenyl)-4-hydroxy-6-methylpyridine-3-carboxamide C(C)C1=NC(=C(C(=C1C(=O)NC1=CC(=C(C=C1)OC1=CC=NC2=CC=C(N=C12)OC)F)O)C1=C(C=C(C=C1)F)C)C